4-benzyloxy-2-[2-(3,4-difluoro-2-methyl-phenoxy)-4-methyl-5-(trifluoromethyl)-3-pyridinyl]-6-oxo-1,6-naphthyridin-6-ium C(C1=CC=CC=C1)OC1=CC(=NC=2C=C[N+](CC12)=O)C=1C(=NC=C(C1C)C(F)(F)F)OC1=C(C(=C(C=C1)F)F)C